(2S)-1-[2-[1-(2,6-dioxo-3-piperidyl)-3-methyl-2-oxo-benzimidazol-5-yl]ethyl]piperazine-2-carboxylic acid O=C1NC(CCC1N1C(N(C2=C1C=CC(=C2)CCN2[C@@H](CNCC2)C(=O)O)C)=O)=O